FC=1C=C2C=CC(=CC2=CC1)O 6-fluoro-naphthalen-2-ol